CNC1=CC(=NC=C1)C1=CC=C2N1N=CC(=C2)C#N 7-[4-(methylamino)-2-pyridyl]pyrrolo[1,2-b]pyridazine-3-carbonitrile